1-(3-(difluoromethoxy)phenyl)-N-(3-methyl-1,1-dioxidothietan-3-yl)-2-oxo-3-(tetrahydro-2H-pyran-4-yl)-2,3-dihydro-1H-benzo[d]imidazole-5-carboxamide FC(OC=1C=C(C=CC1)N1C(N(C2=C1C=CC(=C2)C(=O)NC2(CS(C2)(=O)=O)C)C2CCOCC2)=O)F